C1(CC1)C1=NC(=C2N1C=CC(=N2)C=2C(=NC=CC2)OCC)C 6-cyclopropyl-2-(2-ethoxy-3-pyridinyl)-8-methyl-imidazo[1,5-a]pyrimidine